trifluoroacetate hydrate O.FC(C(=O)O)(F)F